6-(tert-butyl)-2-oxo-6,7-dihydro-2H-pyrido[2',1':3,4]pyrazino[1,2-b]indazole-3-carboxylic acid C(C)(C)(C)C1N2C(C=3N(N=C4C=CC=CC34)C1)=CC(C(=C2)C(=O)O)=O